methyl-N-(piperidin-4-yl)isoquinolin-5-amine hydrochloride Cl.CC1=NC=CC=2C(=CC=CC12)NC1CCNCC1